2-(2-ethylhexyl)-6,8,11-triphenyl-1H-peryleno[1,12-efg]isoindole-1,3(2H)-dione C(C)C(CN1C(C2=C3C4=C5C(=C2C1=O)C=CC1=C(C=CC(C2=C(C=C(C(C=C3)=C24)C2=CC=CC=C2)C2=CC=CC=C2)=C15)C1=CC=CC=C1)=O)CCCC